5-Chloro-N'-phenyl-N'-(prop-2-yn-1-yl)thiophene-2-sulfonohydrazide ClC1=CC=C(S1)S(=O)(=O)NN(CC#C)C1=CC=CC=C1